3-isopropyl-6-(3-methylphenyl)chromanone C(C)(C)C1C(OC2=CC=C(C=C2C1)C1=CC(=CC=C1)C)=O